FC=1C=C(CC=2C=CC(=NC2)C(=O)O)C=CC1 5-(3-fluorobenzyl)picolinic acid